tert-butyl 1-(1-hydroxycyclobutyl)-3-tosyl-3,6,8,9-tetrahydro-7H-pyrrolo[2,3-c][2,7]naphthyridine-7-carboxylate OC1(CCC1)C1=CN(C=2N=CC=3CN(CCC3C21)C(=O)OC(C)(C)C)S(=O)(=O)C2=CC=C(C)C=C2